CN(C(SSC(N(C)C)=S)=S)C Tetramethylthiuram disulphide